P1(=O)(OCCOO1)OCCCC ethyleneoxy butyl phosphate